C1(CC1)C([C@@H](C(=O)NC1=C(C=C(C(=C1)NC)C(C(NCC(F)(F)F)=O)C)F)NC(=O)C1=CC=NN1C(C)C)C1CC1 N-((2S)-1,1-dicyclopropyl-3-((2-fluoro-5-(methylamino)-4-(1-oxo-1-((2,2,2-trifluoroethyl)amino)propan-2-yl)phenyl)amino)-3-oxopropan-2-yl)-1-isopropyl-1H-pyrazole-5-carboxamide